(((1s,3s)-3-(2,2-diethoxyethoxy)cyclobutoxy)methyl)benzene C(C)OC(COC1CC(C1)OCC1=CC=CC=C1)OCC